N-(4-Chlorobenzyl)-4,4-difluorocyclohexan-1-amine ClC1=CC=C(CNC2CCC(CC2)(F)F)C=C1